FC(CC(CO)O)(C(C(C(F)(F)F)(F)F)(F)F)F 2,2,3,3,4,4,5,5,5-nonafluoropentyl-ethylene glycol